FC(OC=1C=C(C=NC1)C1=NN(C2=C1C=NC(=C2)C(=O)N[C@@]2(CS(CC2)(=O)=O)C)C2=CC=C(C=C2)F)F (S)-3-(5-(difluoromethoxy)pyridin-3-yl)-1-(4-fluorophenyl)-N-(3-methyl-1,1-dioxidotetrahydrothiophen-3-yl)-1H-pyrazolo[4,3-c]pyridine-6-carboxamide